ClC1=CC=C(C=C1)[S+](C1=CC=CC=C1)C1=CC=C(C=C1)Cl Bis(4-Chlorophenyl)-Phenyl-Sulfonium